FC(C1=NN=C(O1)C=1C=CC(=NC1)CN(C(=O)C1(CN(C1)C(CO)C)F)C1=CC=CC=C1)F N-((5-(5-(difluoromethyl)-1,3,4-oxadiazol-2-yl)pyridin-2-yl)methyl)-3-fluoro-1-(1-hydroxyprop-2-yl)-N-phenylazetidin-3-carboxamide